(2S,4R)-4-hydroxy-1-(5-hydroxy-3-methyl-2-(3-methylisoxazol-5-yl)pentanoyl)-N-(4-(4-methylthiazol-5-yl)benzyl)pyrrolidine-2-carboxamide O[C@@H]1C[C@H](N(C1)C(C(C(CCO)C)C1=CC(=NO1)C)=O)C(=O)NCC1=CC=C(C=C1)C1=C(N=CS1)C